methyl 1-(4-fluorophenyl)-5-(methylthio)-1H-pyrazole-3-carboxylate FC1=CC=C(C=C1)N1N=C(C=C1SC)C(=O)OC